CN1C(=NN=C1)C1(CC(C1)CC#N)C1=CC(=CC=C1)N1C(C2=CC(=CC(=C2C1)C(F)(F)F)CN1C[C@@H](CCC1)C)=O 2-((1S,3r)-3-(4-methyl-4H-1,2,4-triazol-3-yl)-3-(3-(6-(((S)-3-methylpiperidin-1-yl)methyl)-1-oxo-4-(trifluoromethyl)isoindolin-2-yl)phenyl)cyclobutyl)acetonitrile